CN(CCOC=1C=CC(=C(C(=O)N[C@H](C)C2=CC(=C(C(=C2)C=2C=NN(C2)C)F)C2=NN(C=C2)CC)C1)C)C (R)-5-(2-(dimethylamino)ethoxy)-N-(1-(3-(1-ethyl-1H-pyrazol-3-yl)-4-fluoro-5-(1-methyl-1H-pyrazol-4-yl)phenyl)ethyl)-2-methylbenzamide